3'-bromo-10-phenyl-10H-spiro[acridine-9,9'-fluorene] BrC=1C=CC=2C3(C4=CC=CC=C4C2C1)C1=CC=CC=C1N(C=1C=CC=CC13)C1=CC=CC=C1